COCCN1C=NC=C1 1-(2-methoxyethyl)imidazole